COC1=CC=C(C=C1)C(C)C1=C(C=C(O)C=C1)O 4-[1-(4-methoxyphenyl)ethyl]resorcinol